C(C1=CC=CC=C1)OC(=O)N1CCC(CC1)N1N=C(C(=C1)NC(=O)C=1C=NN2C1N=C(C=C2)N2C[C@H](CCC2)NC(=O)OC(C)(C)C)C(F)F (S)-4-(4-(5-(3-((tert-butoxycarbonyl)amino)piperidin-1-yl)pyrazolo[1,5-a]pyrimidine-3-carboxamido)-3-(Difluoromethyl)-1H-pyrazol-1-yl)piperidine-1-carboxylic acid benzyl ester